FC=1C=C(OC=2C(=CC(=NC2)[N+](=O)[O-])C)C=C(C1)F 5-(3,5-difluorophenoxy)-4-methyl-2-nitropyridine